C(C=C)(=O)OCCCCCCCCCCCCCCCCCCC nondecyl acrylate